4-(TRIFLUOROMETHYL)INDOLE-3-CARBOXALDEHYDE FC(C1=C2C(=CNC2=CC=C1)C=O)(F)F